ClC=1C=CC(=C(C1)C1=NN(C=C1NC(=O)C=1C=NN2C1N=CC=C2)CC(F)(F)F)OC N-(3-(5-chloro-2-methoxyphenyl)-1-(2,2,2-trifluoroethyl)-1H-pyrazol-4-yl)pyrazolo[1,5-a]pyrimidine-3-carboxamide